methylthiazolo[5,4-b]pyridin CC=1SC2=NC=CC=C2N1